C(C)(C)(C)OC(=O)N([C@H](CO[Si](C)(C)C(C)(C)C)C)CC=1C=CC(=NC1OC)C(=O)OC methyl (S)-5-(((tert-butoxycarbonyl)(1-((tert-butyldimethylsilyl)oxy)propan-2-yl)amino)methyl)-6-methoxypicolinate